tert-butyl 2-iodo-6,7-dihydro-4H-pyrazolo[1,5-a]pyrazine-5-carboxylate IC1=NN2C(CN(CC2)C(=O)OC(C)(C)C)=C1